6-(tert-butylthio)-3-(2,6-difluoropyridin-4-yl)-7-methoxyimidazo[1,2-a]pyridine C(C)(C)(C)SC=1C(=CC=2N(C1)C(=CN2)C2=CC(=NC(=C2)F)F)OC